7-bromo-3-(difluoromethyl)-1-methylquinoxalin-2(1H)-one BrC1=CC=C2N=C(C(N(C2=C1)C)=O)C(F)F